4-(4-((2-(3-ethylureido)pyridin-4-yl)methyl)piperazin-1-yl)-3-fluoro-N-methylbenzamide C(C)NC(NC1=NC=CC(=C1)CN1CCN(CC1)C1=C(C=C(C(=O)NC)C=C1)F)=O